C[C@@H]1N(C[C@H](N(C1)[C@@H](C(C)C)C1=CC=C(C=C1)C(F)(F)F)C)C=1C=2N=C(N(C2N2C(N1)=NN=C2)C[C@H]2OCCC2)C 4-((2S,5R)-2,5-dimethyl-4-((S)-2-methyl-1-(4-(trifluoromethyl)phenyl)propyl)piperazin-1-yl)-2-methyl-1-(((S)-tetrahydrofuran-2-yl)methyl)-1H-[1,2,4]triazolo[3,4-b]purine